N-(trans-3-morpholinocyclobutyl)-5-(pyrido[2,3-b]pyrazin-7-yl)pyrrolo[2,1-f][1,2,4]triazin-2-amine O1CCN(CC1)[C@@H]1C[C@H](C1)NC1=NN2C(C=N1)=C(C=C2)C2=CC=1C(=NC=CN1)N=C2